CC=1C(=NC(=CC1)C)C1=CC=C(C=C1)C1=CNC2=NC=C(C=C21)C=2C=CC1=C(CC[C@](CC1)(N1[C@@H](CCC1)C)C)C2 3,6-Dimethyl-2-(4-{5-[(7S)-7-methyl-7-[(2R)-2-methylpyrrolidin-1-yl]-6,7,8,9-tetrahydro-5H-benzo[7]annulen-2-yl]-1H-pyrrolo[2,3-b]pyridin-3-yl}phenyl)pyridine